NC1=NC=2C=C(C=CC2C2=C1N=C(N2CC2=CC=C(C=C2)CNC(CCOCCOCCOCCOCCNC(CCN2C(C=CC2=O)=O)=O)=O)CCCC)C(=O)O 4-amino-2-butyl-1-(4-(21-(2,5-dioxo-2,5-dihydro-1H-pyrrol-1-yl)-3,19-dioxo-6,9,12,15-tetraoxa-2,18-diazahenicosyl)benzyl)-1H-imidazo[4,5-c]quinoline-7-carboxylic acid